C1CCC2=C(C=3CCCC3C=C12)NC(=O)OC(C(=O)OCC)CN1C=NC=C1 Ethyl 2-{[(1,2,3,5,6,7-hexahydro-s-indacen-4-yl)carbamoyl]oxy}-3-(1H-imidazol-1-yl)propanoate